1-(5-((4-diphenylmethyl-1,4-diazepan-1-yl)methyl)-1-oxoisoindolin-2-yl)dihydropyrimidine-2,4(1H,3H)-dione C1(=CC=CC=C1)C(N1CCN(CCC1)CC=1C=C2CN(C(C2=CC1)=O)N1C(NC(CC1)=O)=O)C1=CC=CC=C1